N1N=NN=C1C1=NC=C(C=N1)CN1CCOC2=C(C1)C=C(C=C2Cl)C2=COC1=C2C=CC(=C1)F 4-((2-(1H-tetrazol-5-yl)pyrimidin-5-yl)methyl)-9-chloro-7-(6-fluorobenzofuran-3-yl)-2,3,4,5-tetrahydrobenzo[f][1,4]oxazepine